ClC=1C=C2C(=CC1)C(CC21CCN(CC1)CC=1C=NN(C1)CCS(=O)(=O)C)=O 5-chloro-1'-[[1-(2-methylsulfonylethyl)pyrazol-4-yl]methyl]spiro[indane-3,4'-piperidine]-1-one